trans-1-Chloro-4-(2,2-dichloro-3-(4-methoxyphenyl)cyclopropyl)-2-(difluoromethyl)benzene ClC1=C(C=C(C=C1)[C@@H]1C([C@H]1C1=CC=C(C=C1)OC)(Cl)Cl)C(F)F